NC1=C(C(=CC=C1)OC)S(=O)(=O)O aminoanisolesulfonic acid